2,4-dihydroxy-6-pentyl-N-phenylbenzenesulfonamide OC1=C(C(=CC(=C1)O)CCCCC)S(=O)(=O)NC1=CC=CC=C1